tert-butyl 3-{[(4Z)-3-(tert-butoxycarbonyl)-1-[1-(4-cyanophenyl)-2-hydroxyethyl]-2,5-dioxoimidazol-4-ylidene] methyl}-6-chloroindole-1-carboxylate C(C)(C)(C)OC(=O)N\1C(N(C(/C1=C/C1=CN(C2=CC(=CC=C12)Cl)C(=O)OC(C)(C)C)=O)C(CO)C1=CC=C(C=C1)C#N)=O